(S)-6-(1-amino-1,3-dihydrospiro[indene-2,4'-piperidin]-1'-yl)-3-(2,3-dichlorophenyl)-1H-pyrazolo[3,4-d]pyrimidine-4-carbonitrile N[C@@H]1C2=CC=CC=C2CC12CCN(CC2)C2=NC(=C1C(=N2)NN=C1C1=C(C(=CC=C1)Cl)Cl)C#N